2-(5-{[(pyridin-3-yl)oxy]methyl}-1,3,4-thiadiazol-2-yl)-5-[4-(trifluoromethoxy)benzene-1-sulfonyl]pyridin-3-amine N1=CC(=CC=C1)OCC1=NN=C(S1)C1=NC=C(C=C1N)S(=O)(=O)C1=CC=C(C=C1)OC(F)(F)F